[Si](C)(C)(C(C)(C)C)O[C@@H]([C@H](CC=O)OC1CCCC1)C1=CC(=C(C=C1)C)OC (3S,4R)-4-[tert-butyl(dimethyl)silyl]oxy-3-(cyclopentoxy)-4-(3-methoxy-4-methyl-phenyl)butanal